Quinazolinecarboxamide N1=C(N=CC2=CC=CC=C12)C(=O)N